3-(4-((S)-2-amino-2-((S)-3,3-difluorocyclohexyl)acetamido)phenyl)-4-chloro-2-methylpyridine 1-oxide N[C@H](C(=O)NC1=CC=C(C=C1)C=1C(=[N+](C=CC1Cl)[O-])C)[C@@H]1CC(CCC1)(F)F